2-Amino-N-[5-[5-chloro-2-(difluoromethoxy)phenyl]-1-[[2-(trimethylsilyl)ethoxy]-methyl]-1H-pyrazol-4-yl]-[1,3]thiazolo[5,4-c]pyridine-7-carboxamide NC=1SC=2C=NC=C(C2N1)C(=O)NC=1C=NN(C1C1=C(C=CC(=C1)Cl)OC(F)F)COCC[Si](C)(C)C